C(C)(C)(C)OC(=O)C1=CC=C(C=C1)[C@@H]1CN(CC[C@H]1CC1=C2C=CN(C2=C(C=C1C)C)C(=O)OC(C)(C)C)CCF tert-butyl 4-(((3R,4R)-3-(4-(tert-butoxycarbonyl)phenyl)-1-(2-fluoroethyl)piperidin-4-yl)methyl)-5,7-dimethyl-1H-indole-1-carboxylate